(2-(methyl-(tetrahydro-2H-pyran-4-yl)amino)pyrimidin-5-yl)boronic acid CN(C1=NC=C(C=N1)B(O)O)C1CCOCC1